CCC(/C=C/C=C\\C=C\\C(C/C=C\\C=C\\C(CCCCCC(=O)[O-])O)O)O The molecule is a docosanoid anion that is the conjugate base of resolvin T1, obtained by deprotonation of the carboxy group; major species at pH 7.3. It is a hydroxy fatty acid anion and a docosanoid anion. It is a conjugate base of a resolvin T1.